2-methyl-4-nitro-N-[5-(trifluoromethyl)-1H-1,3-benzodiazol-2-yl]benzene-1-sulfonamide CC1=C(C=CC(=C1)[N+](=O)[O-])S(=O)(=O)NC1=NC2=C(N1)C=CC(=C2)C(F)(F)F